[N-](S(=O)(=O)C(F)(F)F)S(=O)(=O)C(F)(F)F.C[N+](C)(C)C tetramethyl-ammonium bistrifluoromethanesulfonimide salt